3-(Benzyloxy)-6-bromo-N-(2,4-dimethoxybenzyl)-2-fluoroaniline C(C1=CC=CC=C1)OC=1C(=C(NCC2=C(C=C(C=C2)OC)OC)C(=CC1)Br)F